propyl-(N-propyl-isatin) C(CC)C1=C2C(C(N(C2=CC=C1)CCC)=O)=O